2-(2,5-dimethoxy-4-propan-2-ylphenyl)-N-[(2-methoxyphenyl)methyl]ethylamine COC1=C(C=C(C(=C1)C(C)C)OC)CCNCC1=C(C=CC=C1)OC